ClC1=CC=C2C=CN=C(C2=C1)NC=1C=CC(=NC1)C(=O)NC1CC2=CC=CC=C2CC1 5-((7-chloroisoquinolin-1-yl)amino)-N-(1,2,3,4-tetrahydronaphthalen-2-yl)pyridinecarboxamide